4-(4-bromophenyl)-3-methyl-morpholine BrC1=CC=C(C=C1)N1C(COCC1)C